N-cyclohexyl-4-phenyl-2,2-difluoro-3-butenamide C1(CCCCC1)NC(C(C=CC1=CC=CC=C1)(F)F)=O